C(CCC)(=O)NC1=NC=CC(=C1)CN1CC(N(CC1)C=1C=CC(=NC1C)C(=O)NC)=O 5-(4-((2-butyramidopyridin-4-yl)methyl)-2-oxopiperazin-1-yl)-N,6-dimethylpicolinamide